O=CCCC1=C(C#N)C=CC=C1 2-(3-oxopropyl)benzonitrile